(S)-N2,N2-diethyl-5-(5-fluoro-1H-benzo[d]imidazol-2-yl)-N4-(piperidin-3-yl)pyrimidine-2,4-diamine C(C)N(C1=NC=C(C(=N1)N[C@@H]1CNCCC1)C1=NC2=C(N1)C=CC(=C2)F)CC